FC=1C=C2CCCCC(C(NC=3C=NN(C3C(C1)=C2)C)=O)C 16-fluoro-3,9-dimethyl-3,4,7-triazatricyclo[12.3.1.02,6]octadeca-1(18),2(6),4,14,16-pentaen-8-one